N-(3-(5-(3-cyclopentylureido)-2-methylphenethyl)-1H-pyrazol-5-yl)-4-(4-methyl-piperazin-1-yl)benzamide C1(CCCC1)NC(NC=1C=CC(=C(CCC2=NNC(=C2)NC(C2=CC=C(C=C2)N2CCN(CC2)C)=O)C1)C)=O